ClC1=C(C=CC=C1)C1N(CC(C1)(C)O)C(=O)OC(C)(C)C tert-Butyl 2-(2-chlorophenyl)-4-hydroxy-4-methyl-pyrrolidine-1-carboxylate